NC(C(=O)O)CC1=CC=C(C=C1)C1=CC=CC=C1 2-amino-3-(biphenyl-4-yl)propanoic acid